C(CCC)S(=O)(=O)N1CCC(CC1)N(C(=O)C=1N=CC2=CC=CC=C2C1)CC=1SC=CC1 N-(1-(butylsulfonyl)piperidin-4-yl)-N-(thiophen-2-ylmethyl)isoquinoline-3-carboxamide